benzyl (1R,7a'S)-2,2-difluoro-dihydro-1'H,3'H-spiro[cyclopropane-1,2'-pyrrolizine]-7a'(5'H)-carboxylate FC1(C[C@@]12C[C@@]1(CCCN1C2)C(=O)OCC2=CC=CC=C2)F